F[Ge](=O)[O-] fluoro-germanate